(6aR)-8-acryloyl-4-chloro-3-(2-fluoro-6-hydroxyphenyl)-1-(3-hydroxy-2,2-dimethylpyrrolidin-1-yl)-6,6a,7,8,9,10-hexahydro-12H-pyrazino[2,1-c]pyrido[3,4-f][1,4]oxazepin-12-one C(C=C)(=O)N1C[C@@H]2COC3=C(C(N2CC1)=O)C(=NC(=C3Cl)C3=C(C=CC=C3O)F)N3C(C(CC3)O)(C)C